4-bromo-3,6-dihydro-2H-thiopyran BrC=1CCSCC1